5-tetradecanol CCCCC(CCCCCCCCC)O